COC1=C(C=CC(=C1)OC)C=1C=C2CC(C(C2=CC1F)NC(O[C@@H]1CN2CCC1CC2)=O)(C)C (S)-quinuclidin-3-yl (5-(2,4-dimethoxyphenyl)-6-fluoro-2,2-dimethyl-2,3-dihydro-1H-inden-1-yl)carbamate